N-[1-[5-fluoro-2-[(1-tetrahydrofuran-3-ylpyrazol-4-yl)amino]pyrimidin-4-yl]-3-methyl-indol-5-yl]prop-2-enamide FC=1C(=NC(=NC1)NC=1C=NN(C1)C1COCC1)N1C=C(C2=CC(=CC=C12)NC(C=C)=O)C